di-n-butyl 3,5-dimethylbenzylphosphonate (dibutyl (3,5-dimethylbenzyl)phosphonate) C(CCC)C(C1=CC(=CC(=C1)C)C)(P(O)(O)=O)CCCC.CC=1C=C(CP(OCCCC)(OCCCC)=O)C=C(C1)C